(R)-7-((1-Acryloyl-3-(3-chloro-2-methylphenyl)pyrrolidin-3-yl)amino)-2-methylisoquinolin-1(2H)-one C(C=C)(=O)N1C[C@@](CC1)(C1=C(C(=CC=C1)Cl)C)NC1=CC=C2C=CN(C(C2=C1)=O)C